3-methoxy-6-(4-(quinolin-4-ylamino)butyl)pyridinealdoxime COC=1C(=NC(=CC1)CCCCNC1=CC=NC2=CC=CC=C12)C=NO